O=C1N(CC(N(C1)CCN(C([O-])=O)C(C1=CC(=CC=C1)OC)CC1=CC=C(C=C1)N(C)C)=O)CCN(C([O-])=O)C(C1=CC(=CC=C1)OC)CC1=CC=C(C=C1)N(C)C (2,5-dioxopiperazine-1,4-diyl)bis(ethane-2,1-diyl)bis(4-(dimethylamino)benzyl (3-methoxybenzyl)carbamate)